OCCN(C(C1=CC=NC=C1)=O)CCO N,N-bis(2-hydroxyethyl)-isonicotinamide